N1(N=CC=C1)C1=CC=C(CN(C2=CC(=NC=C2)OCCOCCN2CCOCC2)CC2=CC(=CC=C2)OC)C=C1 N-(4-(1H-pyrazol-1-yl)benzyl)-N-(3-methoxybenzyl)-2-(2-(2-morpholinoethoxy)ethoxy)pyridin-4-amine